N-(4-cyano-2-fluoro-phenyl)-4-(m-tolyl)-1H-pyrrole-3-sulfonamide C(#N)C1=CC(=C(C=C1)NS(=O)(=O)C1=CNC=C1C=1C=C(C=CC1)C)F